2-ethyl 8-(2-methoxyethyl) (1S,2S,5R)-3-((6-(4-(difluoromethoxy)-phenoxy) pyridin-3-yl) sulfonyl)-3,8-diazabicyclo[3.2.1]octane-2,8-dicarboxylate FC(OC1=CC=C(OC2=CC=C(C=N2)S(=O)(=O)N2[C@@H]([C@@H]3CC[C@H](C2)N3C(=O)OCCOC)C(=O)OCC)C=C1)F